2-(((3s,4s)-1-(5-(7-chloro-1,6-naphthyridin-5-yl)pyridin-2-yl)-4-(pyridin-2-yloxy)pyrrolidin-3-yl)carbamoyl)benzoic acid ClC1=NC(=C2C=CC=NC2=C1)C=1C=CC(=NC1)N1C[C@@H]([C@H](C1)OC1=NC=CC=C1)NC(=O)C1=C(C(=O)O)C=CC=C1